6-chloro-1-(2,6-diethylphenyl)-7-((cis)-2,6-dimethyl-4-morpholinyl)-4-((2S)-2-methyl-4-(2-propenoyl)-1-piperazinyl)pyrido[2,3-d]pyrimidin-2(1H)-one ClC1=CC2=C(N(C(N=C2N2[C@H](CN(CC2)C(C=C)=O)C)=O)C2=C(C=CC=C2CC)CC)N=C1N1C[C@H](O[C@H](C1)C)C